C(C)(C)(C)OC(=O)N1CCC(CC1)C#CC1=NC(=CN=C1N)Cl.BrCC(=O)C1=C(C(=NC=C1)C1(CC1)O[Si](C)(C)C(C)(C)C)Cl 2-bromo-1-(2-mono(1-((tert-butyldimethylsilyl)oxy)cyclopropyl)-3-chloropyridin-4-yl)ethan-1-one tert-butyl-4-((3-amino-6-chloropyrazin-2-yl)ethynyl)piperidine-1-carboxylate